2-(4-bromo-6-fluoro-1H-indazol-1-yl)ethanol BrC1=C2C=NN(C2=CC(=C1)F)CCO